N(C(=N)N)CCCN1CCN(CC1)C1=CC=C(C=C1)C1=NC(=NC2=CC=C(C=C12)Cl)NC(=N)N 1-(4-(4-(4-(3-guanidinopropyl)piperazin-1-yl)phenyl)-6-chloroquinazolin-2-yl)guanidine